C(C)(C)(C)OC(=O)N(C1=CC(=CC(=N1)C=1OC2=C(N1)C=C(C=C2C(F)(F)F)C(=O)OC)C2=C(C=CC=C2)C2=NN=CN2C)CCCC#N methyl 2-(6-((tert-butoxycarbonyl)(3-cyanopropyl)amino)-4-(2-(4-methyl-4H-1,2,4-triazol-3-yl)phenyl)pyridin-2-yl)-7-(trifluoromethyl)benzo[d]oxazole-5-carboxylate